CC1=C(C(=O)N(N1)C2=CC(=C(C=C2Cl)S(=O)(=O)[O-])Cl)N=NC3=CC=C(C=C3)S(=O)(=O)[O-].[Na+].[Na+] The molecule is an organic sodium salt that is the disodium salt of 2,5-dichloro-4-{5-hydroxy-3-methyl-4-[(4-sulfophenyl)diazenyl]pyrazol-1-yl}benzene-1-sulfonic acid. It is used as the erythrocyte stain in Garvey's method for elastic, fibrin and collagen as well as a substitute for martius yellow in Lendrum's MSB. It has a role as a histological dye, a food colouring and an allergen. It contains a lissamine fast yellow(2-).